N'-[(2,6-dichlorophenyl)methyl]acethydrazide ClC1=C(C(=CC=C1)Cl)CNNC(C)=O